NC=1N=C2N(C=C(N=C2CN2C=NC(=C2)C(=O)OC)C)C1 methyl 1-[(2-amino-6-methyl-imidazo[1,2-a]pyrazin-8-yl)methyl]imidazole-4-carboxylate